3-Fluoroazetidine HCl Cl.FC1CNC1